CC1=C(OC(C(=O)OCC)(C)C)C(=CC(=C1)CN1C(N(C2C1CCC2)C2=CC=C(C=C2)C(F)(F)F)=O)C Ethyl 2-(2,6-dimethyl-4-((2-oxo-3-(4-(trifluoromethyl) phenyl) hexahydrocyclopenta[d]imidazol-1(2H)-yl) methyl) phenoxy)-2-methylpropionate